N-(8-Amino-6-ethylcinnolin-3-yl)-2-fluorocyclopropanecarboxamide NC=1C=C(C=C2C=C(N=NC12)NC(=O)C1C(C1)F)CC